C(C)(C)(C)OC(=O)N1CC2=CC=CC(=C2C(N1)=O)C1=CC(=C(C=C1)C(=O)OC)N1CCOCC1 5-(4-methoxycarbonyl-3-morpholin-4-ylphenyl)-4-oxo-1,3-dihydro-phthalazine-2-carboxylic acid tert-butyl ester